O1CCN(CC1)CCOC1=C2C(C=C(C(C2=CC=C1)=O)NC1=CC=C(C=C1)OC)=O 5-(2-morpholinoethoxy)-2-(4-methoxyphenylamino)naphthalene-1,4-dione